2-[(6-chloro-3-tetrahydropyran-4-yl-4-quinolyl)amino]-5-fluoro-benzoic acid ClC=1C=C2C(=C(C=NC2=CC1)C1CCOCC1)NC1=C(C(=O)O)C=C(C=C1)F